FC(C1=NN=C(O1)C1=NC=C2N1C=C(C=C2N2C[C@@H](O[C@H](C2)C)COC)S(=O)(=O)NC2(CC2)C)F 3-(5-(difluoromethyl)-1,3,4-oxadiazol-2-yl)-8-((2R,6S)-2-(methoxymethyl)-6-methylmorpholino)-N-(1-methylcyclopropyl)imidazo[1,5-a]pyridine-6-sulfonamide